5,6-dichloropyridine-3-carboxylic acid methyl ester COC(=O)C=1C=NC(=C(C1)Cl)Cl